4,4-Difluoro-2-(4-fluorophenyl)-N-{4-[5-methyl-3-(2-methyl-1,3-thiazol-5-yl)-4-oxo-4,5,6,7-tetrahydro-1H-pyrrolo[3,2-c]pyridin-2-yl]pyridin-2-yl}butanamid FC(CC(C(=O)NC1=NC=CC(=C1)C1=C(C=2C(N(CCC2N1)C)=O)C1=CN=C(S1)C)C1=CC=C(C=C1)F)F